4-chlorobenzyl (4-(2-(oxetan-3-ylamino)-2-oxoethyl)phenyl)carbamate O1CC(C1)NC(CC1=CC=C(C=C1)NC(OCC1=CC=C(C=C1)Cl)=O)=O